tert-butyl N-(3-{8-bromo-3-[(trifluoromethyl)sulfanyl]indolizin-2-yl}prop-2-yn-1-yl)-N-{2-methoxy-5-[methyl({[2-(trimethylsilyl)ethoxy]methyl})sulfamoyl]phenyl}carbamate BrC1=CC=CN2C(=C(C=C12)C#CCN(C(OC(C)(C)C)=O)C1=C(C=CC(=C1)S(N(COCC[Si](C)(C)C)C)(=O)=O)OC)SC(F)(F)F